2-Bromo-N-(2-methoxyphenyl)acrylamide BrC(C(=O)NC1=C(C=CC=C1)OC)=C